BrC=1C(=C(C=CC1)C=1OC2=C(N1)C=C(C=C2Cl)C=O)C 2-(3-bromo-2-methylphenyl)-7-chlorobenzo[d]oxazole-5-carbaldehyde